8-cyano-7-(4-((6-methylpyridin-2-yl)oxy)phenyl)-6-(4-nitrophenyl)-3,4-dihydropyrrolo[1,2-a]pyrazine-2(1H)-carboxylic acid tert-butyl ester C(C)(C)(C)OC(=O)N1CC=2N(CC1)C(=C(C2C#N)C2=CC=C(C=C2)OC2=NC(=CC=C2)C)C2=CC=C(C=C2)[N+](=O)[O-]